2-(4-cyclopropyl-6-methoxy-pyrimidin-5-yl)-4-[[4-[3-(difluoromethyl)-5-methyl-pyrazol-1-yl]phenyl]methoxy]-5-methoxy-pyrimidine C1(CC1)C1=NC=NC(=C1C1=NC=C(C(=N1)OCC1=CC=C(C=C1)N1N=C(C=C1C)C(F)F)OC)OC